C(C)(C)(C)OC(=O)N1CCCC=2NC=3C=C(C(=CC3C21)OC)OC 7,8-dimethoxy-2,3,4,5-tetrahydro-1H-pyrido[3,2-b]indole-1-carboxylic acid tert-butyl ester